C(C)(C)(C)OC(=O)N1[C@@H](C[C@H](CC1)NC1=C(C(=NC2=C(C(=C(C=C12)I)Br)F)N1CC(C1)(C)N(C)C)N)CC(=O)OC(C)(C)C (2S,4S)-4-((3-amino-7-bromo-2-(3-(dimethylamino)-3-methylazetidin-1-yl)-8-fluoro-6-iodoquinolin-4-yl)amino)-2-(2-(tert-butoxy)-2-oxoethyl)piperidine-1-carboxylic acid tert-butyl ester